4-[[6-[[8-(methylamino)-5-[6-(methylamino)-[1,2,4]triazolo[1,5-a]pyridin-2-yl]-2,7-naphthyridin-3-yl]amino]-2-pyridyl]oxy]butanoic acid CNC=1N=CC(=C2C=C(N=CC12)NC1=CC=CC(=N1)OCCCC(=O)O)C1=NN2C(C=CC(=C2)NC)=N1